NC1=C2N=CN(C2=NC=N1)[C@H]1[C@@H]([C@@H]([C@H](O1)COCP(O)(O)=O)O)O [(2R,3S,4R,5R)-5-(6-aminopurin-9-yl)-3,4-dihydroxy-tetrahydrofuran-2-yl]methoxymethyl-phosphonic acid